hydroxytriphosphazene OP=NPNP